ClC=1C=C2C=C(N=CC2=C(N1)Cl)NC(=O)[C@H]1[C@@H](C1)C trans-N-(6,8-dichloro-2,7-naphthyridin-3-yl)-2-methyl-cyclopropanecarboxamide